C(C)OC(C1=C(C=C(C(=O)OCC)C(=C1)Br)Br)=O.FC1=CC=C(C=C1)N1N=C(C(=C1)C1OC(C(N1CCC1=CC=C(C=C1)OC)=O)C)C1=CC=C(C=C1)F 2-(1,3-bis(4-fluorophenyl)-1H-pyrazol-4-yl)-3-(4-methoxyphenylethyl)-5-methyl-oxazolidin-4-one Diethyl-2,5-dibromoterephthalate